OC(CN1CC2=CC=CC(=C2CC1)NC1=NC(=NC=C1C(=O)N)NC1=C(C=C2CCN(CC2=C1)C)OC)(C)C 4-{[2-(2-hydroxy-2-methylpropyl)-1,2,3,4-tetrahydroisoquinolin-5-yl]amino}-2-[(6-methoxy-2-methyl-1,2,3,4-tetrahydroisoquinolin-7-yl)amino]pyrimidine-5-carboxamide